3-2-hydroxyphenylalanine OC1=C(C=CC=C1)C[C@H](N)C(=O)O